5-chloro-1'-[2-({3-[3-hydroxy-3-methylcyclobutyl]-3H-imidazo[4,5-b]pyridin-6-yl}oxy)ethyl]-1,2-dihydrospiro[indole-3,4'-piperidin]-2-one ClC=1C=C2C(=CC1)NC(C21CCN(CC1)CCOC=1C=C2C(=NC1)N(C=N2)C2CC(C2)(C)O)=O